4-[(2,6-difluorophenyl)methyl]-2H-1,2,4-triazol-3-one FC1=C(C(=CC=C1)F)CN1C(NN=C1)=O